2-[3-bromo-5-(2-methylpropan-1-enyl)pyrazol-1-yl]acetonitrile BrC1=NN(C(=C1)C=C(C)C)CC#N